3-(4-isobutyl-6-methylene-cyclohexen-1-yl)propanal benzyl-N-{1-[1-(2,3-dichlorophenyl)-2-methyl-6-oxo-1,6-dihydropyrimidin-4-yl]-4-methylazepan-4-yl}carbamate C(C1=CC=CC=C1)OC(NC1(CCN(CCC1)C=1N=C(N(C(C1)=O)C1=C(C(=CC=C1)Cl)Cl)C)C)=O.C(C(C)C)C1CC=C(C(C1)=C)CCC=O